3β-ethoxy-5α-hydroxy-6β-[2-(1H-imidazol-4-yl)ethylamino]cholestane C(C)O[C@@H]1C[C@@]2([C@@H](C[C@H]3[C@@H]4CC[C@H]([C@@H](CCCC(C)C)C)[C@]4(CC[C@@H]3[C@]2(CC1)C)C)NCCC=1N=CNC1)O